ClC1=C(C(=CC=2NC(=NC21)CC2=CC=C(C=C2)S(=O)(=O)CC2CC2)Cl)C2=C(C=CC=C2)OC(F)F 4,6-dichloro-2-(4-((cyclopropylmethyl)sulfonyl)benzyl)-5-(2-(difluoromethoxy)phenyl)-1H-benzo[d]imidazole